C12C(CC(CC1)C2)C=2C=C(C=C(C2)C)C2=NC=CC1=CC(=CC=C21)Cl 1-(3-(bicyclo[2.2.1]hept-2-yl)-5-methylphenyl)-6-chloroisoquinoline